BrC1=C(N)C=C(C(=C1)F)F 2-bromo-4,5-difluoro-aniline